OCCNC(OCOP(=O)(OC(C)(C)C)OC(C)(C)C)=O ((di-tert-butoxyphosphoryl)oxy)methyl (2-hydroxyethyl)carbamate